NC=1C(NC(N(N1)C1=CC(=C(C(=C1)Cl)OC=1C=C2C3(C(NC2=CC1)=O)CC3)Cl)=O)=O 6-amino-2-(3,5-dichloro-4-((2'-oxospiro[cyclopropane-1,3'-indolin]-5'-yl)oxy)phenyl)-1,2,4-triazine-3,5(2H,4H)-dione